Tert-butyl (Z)-2-((3-benzyl-5-(3-((tert-butyldimethylsilyl)oxy)-4-chlorophenyl)pyrazin-2-yl)amino)-3-(furan-2-yl)acrylate C(C1=CC=CC=C1)C=1C(=NC=C(N1)C1=CC(=C(C=C1)Cl)O[Si](C)(C)C(C)(C)C)N\C(\C(=O)OC(C)(C)C)=C/C=1OC=CC1